3-(tert-butyldithio)propionic acid (R)-cyanomethyl ester C(#N)COC(CCSSC(C)(C)C)=O